allylglycine-dicyclohexylammonium salt C1(CCCCC1)[NH2+]C1CCCCC1.NC(CC=C)C(=O)[O-]